BrC1=C2CCCN(C2=CC(=C1)OC)C 5-bromo-7-methoxy-1-methyl-3,4-dihydro-2H-quinoline